OC1=C2[C@H]3[C@H](C(OC2=CC(=C1)CCCO[N+](=O)[O-])(C)C)CC=C(C3)C.BrC(C)C=3C=C(C=C1C(C=C(OC31)C3(CC3)C3=CC=CC=C3)=O)C 8-(1-Bromoethyl)-6-methyl-2-(1-phenylcyclopropyl)chromen-4-one 3-[(6Ar,10aR)-1-hydroxy-6,6,9-trimethyl-6a,7,10,10a-tetrahydrobenzo[c]chromen-3-yl]propyl-nitrate